C(C)(C)(C)OC(NCCCN1N=CC(=C1)C1=CC=C(C=C1)OCCBr)=O (3-(4-(4-(2-Bromoethoxy)phenyl)-1H-pyrazol-1-yl)propyl)carbamic acid tert-butyl ester